3,3-difluoro-4-[4-[5-(trifluoromethyl)pyrimidin-2-yl]piperazine-1-carbonyl]pyrrolidine-1-carboxylic acid tert-butyl ester C(C)(C)(C)OC(=O)N1CC(C(C1)C(=O)N1CCN(CC1)C1=NC=C(C=N1)C(F)(F)F)(F)F